OC1=CC=C(C=C1)C(C(=O)N[C@H](C(=O)N[C@H](CCC(=O)O)C(=O)O)C(C)(C)C)(C)C ((S)-2-(2-(4-hydroxyphenyl)-2-methylpropanamido)-3,3-dimethylbutanoyl)-D-glutamic acid